BrC1=C(C=C(C=C1)CCl)C 1-bromo-4-(chloromethyl)-2-methylbenzene